CC=1C=C(CNC2=C(C(=O)N)C=CC=C2)C=C(C1)C 2-((3,5-dimethylbenzyl)amino)benzamide